4-(6-fluoro-2-methylpyridin-3-yl)-2-[(3R)-3-methylmorpholin-4-yl]-8-(1H-pyrazol-5-yl)-1,7-naphthyridine FC1=CC=C(C(=N1)C)C1=CC(=NC2=C(N=CC=C12)C1=CC=NN1)N1[C@@H](COCC1)C